OCC=1C=NN2C1CN(CC2)C(=O)OC(C)(C)C tert-butyl 3-(hydroxymethyl)-4H,6H,7H-pyrazolo[1,5-a]pyrazine-5-carboxylate